C(C1CO1)C=1C(=C(C(=C(C1)C(C(N)(N)CC(C)(C1=CC=C(C=C1)OC1=CC=C(C=C1)N)C1=CC=C(C=C1)OC1=CC=C(C=C1)N)(C)C1=CC=CC=C1)CC1CO1)CC1CO1)CC1CO1 tetraglycidyl-2,2-bis[4-(4-aminophenoxy)phenyl]propyl-diaminodiphenyl-propane